7-Bromo-8-fluoro-5-(2-methylpyridin-3-yl)imidazo[1,2-a]quinoxalin-4(5H)-one BrC=1C=C2N(C(C=3N(C2=CC1F)C=CN3)=O)C=3C(=NC=CC3)C